ClC1=NC=C(C=C1)OC[2H] 2-chloro-5-deuteromethoxypyridine